ClC1=C(C=CC(=C1)C(F)(F)F)S(=O)C1CN(C1)C(=O)N1C[C@@H]2[C@@H](OCC(N2)=O)CC1 (4aR,8aS)-6-[3-[2-Chloro-4-(trifluoromethyl)phenyl]sulfinylazetidine-1-carbonyl]-4,4a,5,7,8,8a-hexahydropyrido[4,3-b][1,4]oxazin-3-one